Bis-(hydroxyphenyl)sulfone Ethyl-(S)-4-(4-((1-(7-amino-2-(furan-2-yl)-[1,2,4]triazolo[1,5-a][1,3,5]triazin-5-yl)piperidin-3-yl)methyl)piperazin-1-yl)-2-nitrobenzoate C(C)OC(C1=C(C=C(C=C1)N1CCN(CC1)C[C@H]1CN(CCC1)C1=NC=2N(C(=N1)N)N=C(N2)C=2OC=CC2)[N+](=O)[O-])=O.OC2=C(C=CC=C2)S(=O)(=O)C2=C(C=CC=C2)O